COC=1C=C(C=CC1OC)C=1NC2=CC=C(C=C2C1CC)CN1CCNCC1 2-(3,4-dimethoxyphenyl)-3-ethyl-5-(piperazin-1-ylmethyl)-1H-indole